4'-ethyl-N-methyl-N-[2-oxo-2-(1,2,3,4-tetrahydronaphthalen-1-ylamino)ethyl]biphenyl-4-carboxamide C(C)C1=CC=C(C=C1)C1=CC=C(C=C1)C(=O)N(CC(NC1CCCC2=CC=CC=C12)=O)C